3-methoxy-4-(methylamino)quinoline-7-carboxylic acid COC=1C=NC2=CC(=CC=C2C1NC)C(=O)O